[2-[dideuterio(methoxy)methyl]-6-(difluoromethyl)imidazo[2,1-b][1,3,4]thiadiazol-5-yl]methanol [2H]C(C1=NN2C(S1)=NC(=C2CO)C(F)F)(OC)[2H]